N1C(=NC2=C1C=CC=C2)C2=CC(=NN2CC2=CC=C(C=C2)OC)NC(=O)C=2C=NC(=CC2)N2CCN(CC2)C N-[5-(1H-benzimidazol-2-yl)-1-[(4-methoxyphenyl)methyl]pyrazol-3-yl]-6-(4-methylpiperazin-1-yl)pyridine-3-carboxamide